C(C)(C)(C)OC(=O)NCCCC(=O)N1CCN(CC1)C(=O)OCC1=CC=CC=C1 Benzyl 4-(4-((tert-butoxycarbonyl)amino)butanoyl)piperazine-1-carboxylate